[I-].CC=1C=CC2=C(N=CN2)C1 6-methylbenzimidazole iodide